(R)-5-(7-(4-bromo-3-(trifluoromethyl)benzoyl)-2-mercapto-6-methyl-4-oxo-5,6,7,8-tetrahydropyrido[3,4-d]pyrimidin-3(4H)-yl)-N,1-dimethyl-1H-imidazole-2-carboxamide BrC1=C(C=C(C(=O)N2CC=3N=C(N(C(C3C[C@H]2C)=O)C2=CN=C(N2C)C(=O)NC)S)C=C1)C(F)(F)F